ClOC1=C(C(=C(C(=C1Cl)Cl)Cl)Cl)Cl.[NH4+] ammonium hexachlorophenol